(2-(2,6-dioxopiperidin-3-yl)-1,3-dioxoisoindolin-4-yl)-2,2-dimethylpropanamide O=C1NC(CCC1N1C(C2=CC=CC(=C2C1=O)CC(C(=O)N)(C)C)=O)=O